O=C1NC(CCC1C1=NN(C2=CC(=CC=C12)[C@H]1[C@H](CN(CC1)C(=O)OC(C)(C)C)O)C)=O tert-butyl (3R,4S)-4-(3-(2,6-dioxopiperidin-3-yl)-1-methyl-1H-indazol-6-yl)-3-hydroxypiperidine-1-carboxylate